O1CCC(CC1)NC=1N=CC(=NC1)C(=O)N 5-[(oxan-4-yl)amino]pyrazine-2-carboxamide